[Na+].P([O-])(=O)(OP(=O)([O-])[O-])OC[C@@H]1[C@H](C[C@@H](O1)N1C(=O)N=C(N)C=C1)O.[Na+].[Na+] deoxycytidine 5'-diphosphate sodium salt